1-ethyl-3-(5-((4-(2-methyl-6-(1H-pyrazol-1-yl)pyridin-3-yl)piperazin-1-yl)methyl)-2-oxo-1,2-dihydropyridin-3-yl)urea C(C)NC(=O)NC=1C(NC=C(C1)CN1CCN(CC1)C=1C(=NC(=CC1)N1N=CC=C1)C)=O